ClN1CN(C=C1)C1=NC(=NC=C1)SC 1-chloro-3-(2-(methylthio)pyrimidin-4-yl)imidazole